FC=1C=C2C=NN(C(C2=CC1N1CCN(CC1)CC1CCNCC1)=O)C1C(NC(CC1)=O)=O 3-(6-fluoro-1-oxo-7-(4-(piperidin-4-ylmethyl)piperazin-1-yl)phthalazin-2(1H)-yl)piperidin-2,6-dione